FC(C(=O)O)(F)F.C(C=C)N1N(C2=NC(=NC=C2C1=O)NC=1C=C(C=CC1)C)C1=NC(=CC=C1)OC1CCNCC1 2-allyl-1-[6-(4-piperidyloxy)-2-pyridyl]-6-m-toluidino-1,2-dihydro-3H-1,2,5,7-tetraazainden-3-one trifluoroacetic acid salt